1-methyl-4-(1-methyl-vinyl)cyclohexene CC1=CCC(CC1)C(=C)C